FC1(COC2=C1C=CC=C2[C@@H](C)N)F (R)-1-(3,3-difluoro-2,3-dihydrobenzofuran-7-yl)ethane-1-amine